silicon aluminum-silicon yttrium [Y].[Si].[Al].[Si]